N-methyl-4-(3-nitro-1H-pyrazol-1-yl)benzamide CNC(C1=CC=C(C=C1)N1N=C(C=C1)[N+](=O)[O-])=O